(quinolin-6-yl)-1H-imidazol N1=CC=CC2=CC(=CC=C12)N1C=NC=C1